carbamic Acid t-Butyl Ester C(C)(C)(C)OC(N)=O